2-[[5-(4-chloro-2-fluoro-phenyl)-3-methyl-triazol-4-yl]methyl]-5-(1-cyclopropylpyrazol-4-yl)pyridazin-3-one ClC1=CC(=C(C=C1)C1=C(N(N=N1)C)CN1N=CC(=CC1=O)C=1C=NN(C1)C1CC1)F